(S)-4-(1-(1-(3-methoxybenzyl)-4-(phenylamino)-1H-indole-7-carboxamido)ethyl)benzoic acid COC=1C=C(CN2C=CC3=C(C=CC(=C23)C(=O)N[C@@H](C)C2=CC=C(C(=O)O)C=C2)NC2=CC=CC=C2)C=CC1